2-[(2R)-3-(3,4-dihydro-1H-isoquinolin-2-yl)-2-hydroxy-propyl]-6-(4-isopropyl-3-oxo-piperazin-1-yl)-3,4-dihydroisoquinolin-1-one C1N(CCC2=CC=CC=C12)C[C@H](CN1C(C2=CC=C(C=C2CC1)N1CC(N(CC1)C(C)C)=O)=O)O